5-Chloro-2-(oxazol-2-yl)pyridin-3-yl 3-deoxy-3-[4-(3,4,5-trifluorophenyl)-1H-1,2,3-triazol-1-yl]-2-O-methyl-1-thio-α-D-galactopyranoside FC=1C=C(C=C(C1F)F)C=1N=NN(C1)[C@@H]1[C@H]([C@@H](SC=2C(=NC=C(C2)Cl)C=2OC=CN2)O[C@@H]([C@@H]1O)CO)OC